tert-butyl 4-(2-aminobenzo[d]thiazol-5-yl)-3,6-dihydropyridine-1(2H)-carboxylate NC=1SC2=C(N1)C=C(C=C2)C=2CCN(CC2)C(=O)OC(C)(C)C